1,2-dimercapto-4-methylbenzene SC1=C(C=C(C=C1)C)S